tert-butyl (3-chloro-5-isopropylisoquinolin-8-yl)carbamate Tert-butyl-carbamate C(C)(C)(C)NC(O)=O.ClC=1N=CC2=C(C=CC(=C2C1)C(C)C)NC(OC(C)(C)C)=O